O(C1=CC=CC=C1)C1=CC=C(C=N1)N1C2=C(SC=3N=CC=C(NC1=O)C32)C(=O)N ((R)-6-phenoxypyridin-3-yl)-4-oxo-4,5-dihydro-3H-1-thia-3,5,8-triazaacenaphthylene-2-carboxamide